2-vinyl-3'-ethylbiphenyl C(=C)C1=C(C=CC=C1)C1=CC(=CC=C1)CC